NC1=NC=2C(=CC=CC2C=2N1N=C(C2)CC2=C(CN1CC(C1)O)C=CC=C2)OC 1-(2-((5-amino-7-methoxypyrazolo[1,5-c]quinazolin-2-yl)methyl)benzyl)azetidin-3-ol